ClC1=CC2=C(N=CN(C2=O)C)C(=N1)Cl 6,8-dichloro-3-methyl-pyrido[3,4-d]pyrimidin-4-one